CN(CCN1CCN(CC1)C1=NC=CC=C1C1C=2N(C3=C(O1)C=C(C=C3)C(=O)NCCS(=O)(=O)C)C=CC2)C 4-(2-(4-(2-(dimethylamino)ethyl)piperazin-1-yl)pyridin-3-yl)-N-(2-(methylsulfonyl)ethyl)-4H-benzo[b]pyrrolo[1,2-d][1,4]oxazine-7-carboxamide